ClC=1C=C(C=CC1F)NC(=O)C=1N(C=C2C1CCC2NC(OCC#CC2CC2)=O)C 3-Cyclopropylprop-2-yn-1-yl (1-((3-chloro-4-fluorophenyl)carbamoyl)-2-methyl-2,4,5,6-tetrahydrocyclopenta[c]pyrrol-4-yl)carbamate